5-bromo-6-methylpyrazin-2-ol BrC=1N=CC(=NC1C)O